N1N=CC(=C1)C1=CC(=CC2=C1N(C=N2)CCC[C@H]2NCCC[C@@H]2O)C(F)(F)F (2R,3S)-2-(3-(7-(1H-pyrazol-4-yl)-5-(trifluoromethyl)-1H-benzo[d]imidazol-1-yl)propyl)piperidin-3-ol